CN(S(=O)(=O)N1N=C(N=C1)S(=O)(=O)N1C=C(C(=C1)C1=CC=C(C=C1)F)C(=O)OC)C methyl 1-((1-(N,N-dimethylaminosulfonyl)-1H-1,2,4-triazol-3-yl) sulfonyl)-4-(4-fluorophenyl)-1H-pyrrole-3-carboxylate